C(C)(C)(C)C=1C=CC(=C(C1)CC(=O)NC1=CCN(C=C1)C1(CCC1)C)O 4-[[2-(5-tert.-Butyl-2-hydroxyphenyl)acetyl]amino]-N-(1-methylcyclobutyl)pyridin